dibenzylideneacetone dipalladium [Pd].[Pd].C(C1=CC=CC=C1)=CC(=O)C=CC1=CC=CC=C1